C1(=CC=CC2=CC=CC=C12)S(=O)(=O)[O-] Naphthalene-1-sulfonate